rel-(2S,3R,4R)-4-[[3-(3,4-difluoro-2-methoxy-phenyl)-4,5,5-trimethyl-tetrahydrofuran-2-carbonyl]amino]pyridine-2-carboxamide FC=1C(=C(C=CC1F)[C@@H]1[C@H](OC([C@@H]1C)(C)C)C(=O)NC1=CC(=NC=C1)C(=O)N)OC |o1:8,9,12|